The molecule is a prostaglandin carboxylic acid anion that is the conjugate base of prostaglandin A3, obtained by deprotonation of the carboxy group; major species at pH 7.3. It is a conjugate base of a prostaglandin A3. CC/C=C\\C[C@@H](/C=C/[C@H]1C=CC(=O)[C@@H]1C/C=C\\CCCC(=O)[O-])O